ClC=1C=C2C(=NC(=NC2=C(C1C1=CC=CC2=C1N=C(S2)N)F)NC[C@H]2N(CCC2)C)N2CCNCC2 4-(6-chloro-8-fluoro-2-((((S)-1-methyl-pyrrolidin-2-yl)methyl)amino)-4-(piperazin-1-yl)quinazolin-7-yl)benzo[d]thiazol-2-amine